N(=C=O)CCCCCCCCCCN=C=O 1,10-Diisocyanatodecane